[F-].[Ca+2].C(C)(C)NN(C(C(=C)CC)=O)NC(C)C.[F-] N,N-diisopropylaminoethyl-acrylamide calcium fluoride salt